4-(4,6-bis(((R)-1,1,1-trifluoroprop-2-yl)amino)-1,3,5-triazin-2-yl)but-3-yn FC([C@@H](C)NC1=NC(=NC(=N1)N[C@@H](C(F)(F)F)C)C#CCC)(F)F